COC1=C(C=C(C=C1)C(F)(F)F)NS(=O)(=O)C1=CC=C(C=C1)CNC(=O)C1=CC=2C=NC=CC2N1 N-[(4-{[2-methoxy-5-(trifluoromethyl)phenyl]sulfamoyl}phenyl)methyl]-1H-pyrrolo[3,2-c]pyridine-2-carboxamide